(R or S)-5-chloro-2-fluoro-4-((4-((isoindolin-1-ylmethyl)amino)butyl)amino)-N-(thiazol-2-yl)benzenesulfonamide ClC=1C(=CC(=C(C1)S(=O)(=O)NC=1SC=CN1)F)NCCCCNC[C@@H]1NCC2=CC=CC=C12 |o1:24|